4-(aminomethyl)-2-{6-[(4R)-4-(fluoromethyl)-2-oxo-1,3-oxazolidin-3-yl]pyridin-2-yl}-6-[(2R)-2-methylpyrrolidin-1-yl]-2,3-dihydro-1H-pyrrolo[3,4-c]pyridin-1-one, hydrochloride Cl.NCC1=NC(=CC2=C1CN(C2=O)C2=NC(=CC=C2)N2C(OC[C@@H]2CF)=O)N2[C@@H](CCC2)C